C(C1=CC=CC=C1)S(=O)(C)=NC=1C=NC(=NC1)N1N=CN=C1[C@H](C)NC(C1=CC(=CC(=C1)C(F)(F)F)C(F)(F)F)=O N-((1S)-1-(1-(5-((benzyl(methyl)(oxo)-λ6-sulfaneylidene)amino)pyrimidin-2-yl)-1H-1,2,4-triazol-5-yl)ethyl)-3,5-bis(trifluoromethyl)benzamide